NC1=NC(N(C=C1)[C@H]1[C@H]([C@@H]([C@H](O1)COP(=O)(O)OP(=O)(O)C(C)(O)P(O)(O)=O)O)O)=O [1-[[[(2R,3S,4S,5R)-5-(4-amino-2-oxopyrimidin-1-yl)-3,4-dihydroxyoxolan-2-yl]methoxy-hydroxyphosphoryl]oxy-hydroxyphosphoryl]-1-hydroxyethyl]phosphonic acid